4-fluoro-1-[(2-methylpropan-2-yl)oxycarbonyl]piperidine-4-carboxylic acid FC1(CCN(CC1)C(=O)OC(C)(C)C)C(=O)O